3-imino-3λ6-thia-8-azabicyclo[3.2.1]Octane 3-oxide formate C(=O)O.N=S1(CC2CCC(C1)N2)=O